N(CCCCCCCCCCCCCCC)C1C(C(O)=O)(O)O[C@H]([C@@H]([C@H]1O)N)[C@H](O)[C@H](O)CO AZAcetylneuraminic acid